C(C)(C)(C)NCC1CN(CC1)C=1N=NC(=CN1)C1=C(C=C(C=C1)C=1C=NNC1)O 2-(3-{3-[(tert-butylamino)methyl]pyrrolidin-1-yl}-1,2,4-triazin-6-yl)-5-(1H-pyrazol-4-yl)phenol